(6S)-4-(7-(5-cyclopropyl-6-methyl-1H-indazol-4-yl)-8-fluoro-2-(((2R,7aS)-2-fluorotetrahydro-1H-pyrrolizin-7a(5H)-yl)methoxy)pyrido[4,3-d]pyrimidin-4-yl)-6-methyl-1,4-oxazepan-6-ol C1(CC1)C=1C(=C2C=NNC2=CC1C)C1=C(C=2N=C(N=C(C2C=N1)N1CCOC[C@](C1)(O)C)OC[C@]12CCCN2C[C@@H](C1)F)F